(1R,2S,3R,5R)-3-(4-amino-5-bromo-7H-pyrrolo[2,3-d]pyrimidin-7-yl)-5-(((3-((3-phenoxyphenethyl)amino)propyl)amino)methyl)cyclopentane-1,2-diol NC=1C2=C(N=CN1)N(C=C2Br)[C@H]2[C@@H]([C@@H]([C@H](C2)CNCCCNCCC2=CC(=CC=C2)OC2=CC=CC=C2)O)O